N-[6-(5-chloro-1,3-benzothiazol-2-yl)spiro[3.3]heptan-2-yl]-2-pyrrolidin-1-yl-pyridine-4-carboxamide ClC=1C=CC2=C(N=C(S2)C2CC3(CC(C3)NC(=O)C3=CC(=NC=C3)N3CCCC3)C2)C1